C1C(CC12CCNCC2)N2N=CC(=C2)NC=2N=C(C1=C(N2)C=CN(C1=O)C)NC1(CC1)C 2-((1-(7-azaspiro[3.5]non-2-yl)-1H-pyrazol-4-yl)amino)-6-methyl-4-((1-methylcyclopropyl)amino)pyrido[4,3-d]pyrimidin-5(6H)-one